dichloro-dihydropyrido-pyrimidine ClC1(NC2=C(C=N1)N=CC=C2)Cl